N[C@H](CC1=CNC2=CC=CC=C12)C(=O)O R-D-tryptophan